COC1=CC=C(CN(S(=O)(=O)C2=NN(C(=C2)C(=O)[O-])C(CO)(C)C)CC2=CC=C(C=C2)OC)C=C1.[K+] potassium 3-(N,N-bis(4-methoxybenzyl)sulfamoyl)-1-(1-hydroxy-2-methyl-propan-2-yl)-1H-pyrazole-5-carboxylate